(3S)-3-({2-[4-(trifluoromethoxy)phenyl][1,2,4]triazolo[1,5-c]quinazolin-5-yl}amino)azepan-2-one FC(OC1=CC=C(C=C1)C1=NN2C(=NC=3C=CC=CC3C2=N1)N[C@@H]1C(NCCCC1)=O)(F)F